C(C)(=O)\C=C\1/[C@@H]2N([C@H](C(S2)(C)C)C(=O)OC(C2=CC=CC=C2)C2=CC=CC=C2)C1=O benzhydryl 6-(Z)-(1-acetylmethylene)penicillanate